NCC1=NNC(C2=C(C=C(C=C12)C1=C(N(N=C1)C)C1=C(C2=CC=CC=C2C=C1F)C#N)F)=O 2-[4-[4-(aminomethyl)-8-fluoro-1-oxo-2H-phthalazin-6-yl]-2-methyl-pyrazol-3-yl]-3-fluoro-naphthalene-1-carbonitrile